C(C=C)(=O)N1C[C@H](CC1)C(=O)N([C@@H](C(C)C)C(=O)O)C N-((S)-1-acryloylpyrrolidine-3-carbonyl)-N-methyl-L-valine